ClC=1C=C(C=CC1Cl)C(CN1C(N(C2=C1C=CC=C2)CC=2N=NN(C2)C2=CC(=CC=C2)F)=N)O 1-(3,4-dichlorophenyl)-2-(3-((1-(3-fluorophenyl)-1H-1,2,3-triazol-4-yl)methyl)-2-imino-2,3-dihydro-1H-benzo[d]imidazol-1-yl)ethan-1-ol